1-bromo-2-(4-ethoxyphenyl)acetylene BrC#CC1=CC=C(C=C1)OCC